N-(3-fluoro-4-{[2-(5-{[(2-methoxyethyl)amino]methyl}pyridin-2-yl)thieno[3,2-b]pyridin-7-yl]oxy}phenyl)-6-methyl-2-oxo-1-phenyl-1,2-dihydropyridine-3-carboxamide FC=1C=C(C=CC1OC1=C2C(=NC=C1)C=C(S2)C2=NC=C(C=C2)CNCCOC)NC(=O)C=2C(N(C(=CC2)C)C2=CC=CC=C2)=O